BrCC=1C=C2C(N3C(=NC2=CC1)C(C1=CC(=CC=C13)F)=O)=O 2-(bromomethyl)-8-fluoroindolo[2,1-b]quinazoline-6,12-dione